CO[C@@]1(COCC1)C1=CC(=CC(=N1)N1C=C(C=2C=NC(=CC21)NC(C)=O)C2CC1(CNC1)C2)C (R)-N-(1-(6-(3-methoxytetrahydrofuran-3-yl)-4-methylpyridin-2-yl)-3-(2-azaspiro[3.3]hept-6-yl)-1H-pyrrolo[3,2-c]pyridin-6-yl)acetamide